CN(C(CN1N=C(C=C1)NC=1SC(=CN1)C(=O)NC1=C(C(=CC=C1C)O)C)=O)C 2-[[1-[2-(Dimethylamino)-2-oxo-ethyl]pyrazol-3-yl]amino]-N-(3-hydroxy-2,6-dimethyl-phenyl)thiazole-5-carboxamide